NC=1C(=NC(=CC1)C1CC1)NS(=O)(=O)CC N-(3-amino-6-cyclopropylpyridin-2-yl)ethanesulfonamide